ClC1=CC=C(C[C@H]2CO[C@H](CN2C2CCC(CC2)C2=NN(C(=N2)C)C)CS(=O)(=O)C)C=C1 (2R,5S)-5-(4-Chlorobenzyl)-4-(4-(1,5-dimethyl-1H-1,2,4-triazol-3-yl)cyclohexyl)-2-((methylsulfonyl)methyl)morpholin